O[C@H]1C[C@@H]2C(CN(C2)C(=O)OCC2=CC=CC=C2)=C1 benzyl (3aR,5S)-5-hydroxy-3,3a,4,5-tetrahydrocyclopenta[c]pyrrole-2(1H)-carboxylate